CN(P(=S)(N)N)C Dimethyl-thiophosphoramide